3-[3-(1-hydroxy-2-methylpropan-2-yl)-1-(4-methylphenyl)-1H-pyrazol-5-yl]urea OCC(C)(C)C1=NN(C(=C1)NC(N)=O)C1=CC=C(C=C1)C